C(C1=C(C(=CC=C1C)C(C)(C)C)O)C1=C(C(=CC=C1C)C(C)(C)C)O methylenebis(6-t-butyl-methylphenol)